N-(10-aminodecyl)-2-((2-(2,6-dioxopiperidin-3-yl)-1,3-dioxoisoindolin-5-yl)oxy)acetamide hydrochloride Cl.NCCCCCCCCCCNC(COC=1C=C2C(N(C(C2=CC1)=O)C1C(NC(CC1)=O)=O)=O)=O